trimethyl-(trichloroacetoxy)silane C[Si](OC(C(Cl)(Cl)Cl)=O)(C)C